C(C=C)(=O)OCCSC=1SC(=NN1)SC 2-acryloxyethylthio-5-methylthio-1,3,4-thiadiazole